Bicyclo[2.2.1]heptane-2,3,5,7-tetrol C12C(C(C(C(C1)O)C2O)O)O